4-((5-((3S,4S)-4-amino-3-methyl-2-oxa-8-azaspiro[4.5]dec-8-yl)-6-(hydroxymethyl)pyrazin-2-yl)thio)-6a,7,8,9-tetrahydro-6H-pyrido[3,2-b]pyrrolo[1,2-d][1,4]oxazine-8-carbonitrile N[C@@H]1[C@@H](OCC12CCN(CC2)C=2N=CC(=NC2CO)SC2=CC=NC1=C2OCC2N1CC(C2)C#N)C